C(C(=C)C)(=O)[O-].C1C2C3CCC(C3C1CC2)C[O-] (octahydro-4,7-methylene-1H-indenyl)methanolate methacrylate